C(CCC)C1=CC2=C(NC1=O)C(CN2C(CN2[C@H](CN[C@@H](C2)C)CN2C[C@@H](OC[C@H]2C)C)=O)(C)C 6-butyl-1-{2-[(2R,5R)-2-{[(2S,5R)-2,5-dimethylmorpholin-4-yl]methyl}-5-methylpiperazin-1-yl]acetyl}-3,3-dimethyl-1H,2H,3H,4H,5H-pyrrolo[3,2-b]pyridin-5-one